O(C(C)(C)C)C(CCCC(=O)O)=O 5-(tert-butoxyl)-5-oxopentanoic acid